4-methoxy-1-(((S)-oxetan-2-yl) methyl)-1H-benzo[d]imidazole-6-carboxylate COC1=CC(=CC=2N(C=NC21)C[C@H]2OCC2)C(=O)[O-]